C(CCC)[Sn](/C=C/CNC(OC(C)(C)C)=O)(CCCC)CCCC tert-butyl (E)-(3-(tributylstannyl)allyl)carbamate